CC(C[C@@H](C(=O)N[C@H](C(=O)N[C@H](C(=O)[C@@]1(OC1)C)CC(C)C)CC1=CC=CC=C1)NC[C@H](CCC1=CC=CC=C1)NC(CN1CCOCC1)=O)C (S)-4-methyl-N-((S)-1-(((S)-4-methyl-1-((R)-2-methyloxiran-2-yl)-1-oxopentan-2-yl)amino)-1-oxo-3-phenylpropan-2-yl)-2-((S)-2-(2-morpholinoacetylamino)-4-phenylbutylamino)-pentanamide